NCCCN1N=C2C(CN(CC2)C(C2=CC(=C(C=C2)Cl)Cl)=O)=C1C(=O)OCC Ethyl 2-(3-aminopropyl)-5-(3,4-dichlorobenzoyl)-4,5,6,7-tetrahydro-2H-pyrazolo[4,3-c]-pyridine-3-carboxylate